N-β-hydroxyethylglucamine OCCNC[C@H](O)[C@@H](O)[C@H](O)[C@H](O)CO